O=C1N(CC(N1)=O)CC(=O)N 2,4-Dioxoimidazolin-1-ylacetamide